[Si](C1=CC=CC=C1)(C1=CC=CC=C1)(C(C)(C)C)OC1CCC2=C1C=NC=C2B(O)O 7-(tert-butyldiphenylsilyloxy)-6,7-dihydro-5H-cyclopenta[c]pyridin-4-ylboronic acid